CC1=CC=C(C=C1)OP(OC2=CC=C(C=C2)C)OC3=CC=C(C=C3)C tritolyl phosphite